[Si](C)(C)(C(C)(C)C)OC[C@H]1CC=2C=CC(=NC2CC1)N (R)-6-(((tert-butyldimethylsilyl)oxy)methyl)-5,6,7,8-tetrahydroquinolin-2-amine